Benzyl N-[(R)-[(2S)-5-azido-6-hydroxy-tetrahydropyran-2-yl]-phenyl-methyl]-N-benzyl-carbamate N(=[N+]=[N-])C1CC[C@H](OC1O)[C@H](N(C(OCC1=CC=CC=C1)=O)CC1=CC=CC=C1)C1=CC=CC=C1